(3aR,5s,6aS)-N-[6-[(3S)-3-fluoropyrrolidin-1-yl]pyridazin-3-yl]-2-(tetra-hydropyran-4-ylmethyl)-3,3a,4,5,6,6a-hexahydro-1H-cyclopenta[c]pyrrol-5-amine F[C@@H]1CN(CC1)C1=CC=C(N=N1)NC1C[C@@H]2[C@@H](CN(C2)CC2CCOCC2)C1